O=C1N(CCCC1)C1=CC=C(C=C1)N1CCCCC1 (4-(2-oxo-piperidine-1-yl)phenyl)piperidine